[K].COC1=C(C=CC(=C1)C)C1=CN=C2SC(=NN21)N2CC(NCC2)CO (4-(5-(2-methoxy-4-methylphenyl)imidazo[2,1-b][1,3,4]thiadiazol-2-yl)piperazin-2-yl)methanol potassium